C1(CC1)OC=1C=CC=NC1 5-cyclopropoxypyridin